3-fluoro-5-(triazol-1-yl)-4-[1-[4-(trifluoromethoxy)phenyl]ethyl]pyridine FC=1C=NC=C(C1C(C)C1=CC=C(C=C1)OC(F)(F)F)N1N=NC=C1